3-(5-(2-fluoro-4-((1-fluoropropan-2-ylamino)methyl)phenyl)-1,3,4-oxadiazol-2-yl)-5-(4-(4-fluorobutan-2-ylsulfonyl)phenyl)pyrazin-2-amine FC1=C(C=CC(=C1)CNC(CF)C)C1=NN=C(O1)C=1C(=NC=C(N1)C1=CC=C(C=C1)S(=O)(=O)C(C)CCF)N